ClC1(CC(=C(N=C1)OC)S(=O)(=O)NC1=NC=CC(=C1F)C#CC1=NC2=CC=CC=C2N=C1)Cl 5-chloro-N-{4-[2-(quinoxalin-2-yl)ethynyl]-3-fluoropyridin-2-yl}-5-chloro-2-methoxypyridine-3-sulfonamide